BrC1=CC=CC(=N1)C(=O)NC1=C(C=C(C=C1)CCN1CCOCC1)N1CCCCC1 6-bromo-N-(4-(2-morpholinoethyl)-2-(piperidin-1-yl)phenyl)picolinamide